N=C1NC(C2=CC=CC=C12)=O iminoisoindolinone